C1(CCC1)COC=1OC2=C(N1)C=CC=C2 (cyclobutylmethoxy)benzo[d]oxazol